COC(=O)C1=NN(C(=C1)C(C)=O)COCC[Si](C)(C)C 5-acetyl-1-{[2-(trimethylsilyl)ethoxy]Methyl}-1H-pyrazole-3-carboxylic acid methyl ester